COC1=C(SC=C1)CNCCC1(CCOC2(CC=CC2)C1)C1=NC=CC=C1 ((3-methoxythiophen-2-yl)methyl)-2-(9-(pyridin-2-yl)-6-oxaspiro[4.5]decane-2-en-9-yl)ethylamine